C(#N)C1(CC1)NS(=O)(=O)C1=CC=C2C3=C(N(C2=C1)C=1SC(=NN1)C(F)F)N=CN=C3C3CCN(CC3)C(=O)N3CCOCC3 N-(1-cyanocyclopropyl)-9-(5-(di-fluoromethyl)-1,3,4-thiadiazol-2-yl)-4-(1-(morpholine-4-carbonyl)piperidin-4-yl)-9H-pyrimido[4,5-b]indole-7-sulfonamide